O=C1NC(CCC1N1C(C2=CC=C(C=C2C1=O)CN1CCC(CC1)C1=NOC=C1)=O)=O 2-(2,6-dioxopiperidin-3-yl)-5-((4-(isoxazol-3-yl)piperidin-1-yl)methyl)isoindoline-1,3-dione